bis-mesylate hydrate O.S(C)(=O)(=O)O.S(C)(=O)(=O)O